CS(=O)(=O)C=1C(=NC(=CC1)C1=NC2=C(N1C)C=CC(=C2)C(F)(F)F)C(=N)N Methylsulfonyl-6-[1-methyl-5-(trifluoromethyl)benzimidazol-2-yl]pyridin-2-carboxamidin